arachidyl tetratriacontanoate C(CCCCCCCCCCCCCCCCCCCCCCCCCCCCCCCCC)(=O)OCCCCCCCCCCCCCCCCCCCC